N[C@@H]1[C@H](CC[C@@](C1)(C1=CC(=CC=C1)C(F)(F)F)O)NC1=CC(=C(C=C1Cl)S(=O)(=O)N(C1=NC=NC=C1)CC1=C(C=C(C=C1)OC)OC)F 4-(((1S,2S,4R)-2-Amino-4-hydroxy-4-(3-(trifluoromethyl)phenyl)cyclohexyl)amino)-5-chloro-N-(2,4-dimethoxybenzyl)-2-fluoro-N-(pyrimidin-4-yl)benzenesulfonamide